(5-chloro-6-(6-fluoro-5-methoxypyridin-2-yl)-1H-indol-2-yl)methanamine hydrochloride Cl.ClC=1C=C2C=C(NC2=CC1C1=NC(=C(C=C1)OC)F)CN